bis(dimethylantimonyldicyanoethen-1-yl)-(1,1,2,4,5,5-hexacyanopent-1,4-dienyl)borane C[Sb](=O)(C)C(=C(C#N)C#N)B(C(C(=C(C#N)C#N)C#N)C(=C(C#N)C#N)C#N)C(=C(C#N)C#N)[Sb](=O)(C)C